4-[4-(2-chloro-3,5-dimethoxy-4-methyl-phenyl)-3-(cyclopentoxymethyl)phenoxy]tetrahydropyran-4-carboxylic acid ClC1=C(C=C(C(=C1OC)C)OC)C1=C(C=C(OC2(CCOCC2)C(=O)O)C=C1)COC1CCCC1